(2R)-1-(benzyloxy)-1-oxopropan-2-yl (2S)-2-[[(tert-butoxy)carbonyl](methyl)amino]-4-methylpentanoate C(C)(C)(C)OC(=O)N([C@H](C(=O)O[C@@H](C(=O)OCC1=CC=CC=C1)C)CC(C)C)C